O\C(=C\1/C(NC2=CC(=CC=C12)C(=O)O)=O)\C1=CC=CC=C1 (Z)-3-(hydroxy(phenyl)methylene)-2-oxoindoline-6-carboxylic acid